C[C@H]1[C@H]2[C@H](C[C@H]3[C@@H]4CC=C5C[C@H](CC[C@]5(C)[C@H]4CC[C@]23C)O)O[C@]12CC[C@@H](C)CO2 (3β,25R)-spirost-5-ene-3-ol